FC(CN1C=NC2=C1C=C(C=C2F)C=2C=CN1N=C(N=C(C12)OC)N[C@@H]1[C@@H](CN(CC1)C(C)=O)F)F 1-((3R,4S)-4-((5-(1-(2,2-difluoroethyl)-4-fluoro-1H-benzo[d]imidazol-6-yl)-4-methoxypyrrolo[2,1-f][1,2,4]triazin-2-yl)amino)-3-fluoropiperidin-1-yl)ethan-1-one